O[C@@H]1C[C@H]2[C@H](CCC3=C(O2)C(=C(C=C3)C(=O)O)C)[C@H]1\C=C\C[C@@](CCC(=C)C)(C)O (1R,2R,3aS,10aR)-2-hydroxy-1-[(1E,4S)-4-hydroxy-4,7-dimethyl-1,7-octadien-1-yl]-5-methyl-2,3,3a,9,10,10a-hexahydro-1H-benzo[b]cyclopenta[f]oxepin-6-carboxylic acid